tert-butyl N-[4-(6-chloropyrazolo[3,4-d]pyrimidin-1-yl)cyclohexyl]carbamate ClC1=NC=C2C(=N1)N(N=C2)C2CCC(CC2)NC(OC(C)(C)C)=O